2,5-dioctyl-3,6-diphenyl-pyrrolopyrrole carbon [C].C(CCCCCCC)C=1C(=C2C(=C(C(=N2)CCCCCCCC)C2=CC=CC=C2)N1)C1=CC=CC=C1